ClC1=CC=C2C(=N1)N=C(O2)N[C@H]2CN(C[C@H](C2)O)C(=O)OC(C)(C)C tert-Butyl (3R-5S)-3-[(5-chlorooxazolo[4,5-b]pyridin-2-yl)amino]-5-hydroxy-piperidine-1-carboxylate